P(OC1=CC=CC=C1)(OC1=CC=CC=C1)OCCCCCCCCCCCC diphenyl (monododecyl) phosphite